C(C)(C)C=1NC(C=C(N1)CC(=O)O)=O (2-isopropyl-6-oxo-1,6-dihydro-4-pyrimidinyl)acetic acid